ClC=1C=CC2=C(N=C(O2)C2CC3(CC(C3)NC(=O)C=3OC(=CC3)S(=O)(=O)C)C2)C1 (Ra)-N-[6-(5-chloro-1,3-benzoxazol-2-yl)spiro[3.3]heptan-2-yl]-5-methylsulfonyl-furan-2-carboxamide